CC1=CC=C(C=N1)OC1=CC=C(N)C=C1 4-((6-methylpyridin-3-yl)oxy)aniline